9,9'-(5'-(4,6-diphenyl-1,3,5-triazin-2-yl)-2'-(pyridin-4-yl)-[1,1':3',1''-terphenyl]-4,4''-diyl)bis(3,6-dimethyl-9H-carbazole) C1(=CC=CC=C1)C1=NC(=NC(=N1)C1=CC=CC=C1)C=1C=C(C(=C(C1)C1=CC=C(C=C1)N1C2=CC=C(C=C2C=2C=C(C=CC12)C)C)C1=CC=NC=C1)C1=CC=C(C=C1)N1C2=CC=C(C=C2C=2C=C(C=CC12)C)C